7-{3-[3-(tert-butylamino)pyrrolidin-1-yl]-1,2,4-triazin-6-yl}-6-hydroxy-2-methylisoquinolin-1-one C(C)(C)(C)NC1CN(CC1)C=1N=NC(=CN1)C1=C(C=C2C=CN(C(C2=C1)=O)C)O